1-(4-((3-methyl-[1,1'-biphenyl]-4-yl)methyl)piperazine-1-carbonyl)-1H-pyrazole-3-carboxylic acid CC=1C=C(C=CC1CN1CCN(CC1)C(=O)N1N=C(C=C1)C(=O)O)C1=CC=CC=C1